NS(=NC(CC=1C(=NC=C(C1C(C)C)F)C(C)C)=O)(=O)C1=CC=C(C=C1)CN(C)C N-(amino(4-((dimethylamino)methyl)phenyl)(oxo)-λ6-sulfaneylidene)-2-(5-fluoro-2,4-diisopropylpyridin-3-yl)acetamide